titanium tetran-propoxide [O-]CCC.[O-]CCC.[O-]CCC.[O-]CCC.[Ti+4]